C(CCCCC)C1C(C1)C(C(=O)O)=O.C(C)(C)(C)C=1C=C(N(N1)C1=CC=C(C=C1)C)NC(NC=1SC(=CN1)CCC1=CC(=NC=C1)NC(CC)=O)=O N-[4-(2-{2-[3-(5-tert-Butyl-2-p-tolyl-2H-pyrazol-3-yl)-ureido]-thiazol-5-yl}-ethyl)-pyridin-2-yl]-propionamide 2-(2-hexylcyclopropyl)-2-oxoacetate